C(C(C)C)[C@@H]1COC=2C=C(N=C(NS(C=3C=CC=C(C(N1)=O)C3)(=O)=O)N2)C2=C(C=CC=C2)C2=CC=CC=C2 (11R)-11-Isobutyl-2,2-dioxo-6-(2-phenylphenyl)-9-oxa-2λ6-thia-3,5,12,19-tetrazatricyclo[12.3.1.14,8]nonadeca-1(18),4,6,8(19),14,16-hexaen-13-one